2-amino-N-(9,10-dimethoxy-4-oxo-6,7-dihydro-4H-pyrimido[6,1-a]isoquinolin-2-yl)-N-methanesulfonylacetamide NCC(=O)N(S(=O)(=O)C)C1=NC(N2C(C3=CC(=C(C=C3CC2)OC)OC)=C1)=O